C1(=CC=CC=C1)OCC=1NC(NC1)=O 4-(Phenyloxymethyl)1,3-dihydroimidazol-2-one